COC1=C(C=CC(=C1)C=1C=NN(C1)C)NC=1N=CC2=C(N1)C(=NC=C2)N2CC(CC2)C N-(2-methoxy-4-(1-methyl-1H-pyrazol-4-yl)phenyl)-8-(3-methylpyrrolidin-1-yl)pyrido[3,4-d]pyrimidin-2-amine